FC=1C=CN2C(=NN=C(C21)NC2CC(C2)(C)O)C2=C(C=C(C=C2)C(F)(F)F)O 2-(8-Fluoro-1-(((1s,3s)-3-hydroxy-3-methylcyclobutyl)amino)pyrrolo[1,2-d][1,2,4]triazin-4-yl)-5-(trifluoromethyl)phenol